3-[Dimethyl-(2-hydroxyethyl)ammonio]-1-propanesulfonate C[N+](CCCS(=O)(=O)[O-])(CCO)C